[Pb].C(=C)C1=NC2=C(C=CC=C2C=C1)O vinyl-8-hydroxyquinoline lead